N1=NCCC=C1 3,4-Dihydropyridazine